OC=1C=C(C=C(C1)O)B(O)O 3,5-dihydroxyphenylboronic acid